FC1=C(CC2=NC3=C(N2CCOC)C=CC=C3)C=C(C(=C1)B1OC(C(O1)(C)C)(C)C)F 2-(2,5-difluoro-4-(4,4,5,5-tetramethyl-1,3,2-dioxaborolan-2-yl)benzyl)-1-(2-methoxyethyl)-1H-benzo[d]Imidazole